2-eicosyl-sn-glycero-3-phosphorylcholine C(CCCCCCCCCCCCCCCCCCC)O[C@H](CO)COP(=O)(O)OCC[N+](C)(C)C